5-((4-((4'-chloro-5,5-dimethyl-3,4,5,6-tetrahydro-[1,1'-biphenyl]-2-yl)methyl)-2-(fluoromethyl)piperazin-1-yl)methyl)-2-(2,6-dioxopiperidin-3-yl)isoindoline-1,3-dione ClC1=CC=C(C=C1)C1=C(CCC(C1)(C)C)CN1CC(N(CC1)CC=1C=C2C(N(C(C2=CC1)=O)C1C(NC(CC1)=O)=O)=O)CF